C(C1=CC=CC=C1)N[C@@H](CC1=CC=CC=C1)C(=O)O benzyl-L-phenylalanine